C(CCC)(=O)N[C@@H](CC1=CC=C(C=C1)O)C(=O)O N-butanoyl-Tyrosine